O1[C@@H](CC1)CN1C(=NC2=C1C=C(C=C2)C(=O)OC)[C@H](C)N2CCC(CC2)C2=NC(=CC=C2)OCC2=CC=C1C=NN(C1=C2)CC(F)(F)F Methyl 1-(((S)-oxetan-2-yl)methyl)-2-((S)-1-(4-(6-((1-(2,2,2-trifluoroethyl)-1H-indazol-6-yl)methoxy)pyridin-2-yl)piperidin-1-yl)ethyl)-1H-benzo[d]imidazol-6-carboxylate